[Si](C)(C)(C(C)(C)C)OCC1=CC(=NC2=CC=C(C=C12)C(=O)N(CC1=NC=C(C=C1)C(F)(F)F)C=1C=NN(C1)C)NCC1=CC=C(C=C1)OC 4-(((tert-butyldimethylsilyl)oxy)methyl)-2-((4-methoxybenzyl)amino)-N-(1-methyl-1H-pyrazol-4-yl)-N-((5-(trifluoromethyl)pyridin-2-yl)methyl)quinoline-6-carboxamide